[(5-chloropyridin-3-yl)methyl]({2-[(9R)-9-(pyridin-3-yl)-6-oxaspiro[4.5]decan-9-yl]ethyl})amine ClC=1C=C(C=NC1)CNCC[C@]1(CCOC2(CCCC2)C1)C=1C=NC=CC1